(R)-3-(2-hydroxy-N,2-dimethylpropanamido)pyrrolidin OC(C(=O)N(C)[C@H]1CNCC1)(C)C